2-(2,6-dioxopiperidin-3-yl)-5-(4-(piperidin-4-yl)piperazin-1-yl)isoindoline O=C1NC(CCC1N1CC2=CC=C(C=C2C1)N1CCN(CC1)C1CCNCC1)=O